C1(CCCCC1)N(C(=O)NC(C)C)C1CCCCC1 N,N-dicyclohexyl-N'-isopropyl-urea